O=C1OC2=C(N1)C=CC(=C2)C2N(CCCC2)C(=O)NCCCCC2=CC=CC=C2 (2-oxo-3H-1,3-benzoxazol-6-yl)-N-(4-phenylbutyl)piperidine-1-carboxamide